FC1CN(CCC1O)C1=CC2=C(CC(O2)(C)C)C=C1NC(=O)C=1C=NN2C1N=CC=C2 N-[6-(3-fluoro-4-hydroxy-1-piperidyl)-2,2-dimethyl-3H-benzofuran-5-yl]pyrazolo[1,5-a]pyrimidine-3-carboxamide